NC1=CC=C(C=C1)S(=O)(=O)N(C1CCCC1)CC1=CC=C(C=C1)Cl 4-amino-N-(4-chlorobenzyl)-N-cyclopentyl-benzenesulfonamide